CC1=C(C=NC=2OCCNC21)NC2=C(C(NC=C2)=O)C(=O)NC2=CC=C(C=C2)N2CCN(CC2)C2=CC=NC=C2 4-((8-methyl-2,3-dihydro-1H-pyrido[2,3-b][1,4]oxazin-7-yl)amino)-2-oxo-N-(4-(4-(pyridin-4-yl)piperazin-1-yl)phenyl)-1,2-dihydropyridine-3-carboxamide